C1(=CC=CC=C1)COC(=O)N(NC(=O)OCC1=CC=CC=C1)C(C(=O)[O-])C [phenylmethoxycarbonyl(phenylmethoxycarbonylamino)amino]propanoate